2,2-dithiol C=1SC=CC1